CN(C(CCl)=O)C N,N-dimethyl-2-chloroacetamide